ClC1=CC=C(S1)CNC1=CC(=NN1C(C(C)(C)C)=O)C1CN(CCN1)CCN1CCOCC1 4-{2-[3-(5-{[(5-Chlorothiophen-2-yl)methyl]amino}-1-(2,2-dimethylpropanoyl)-1H-pyrazol-3-yl)piperazin-1-yl]ethyl}morpholin